BrC1=C(O)C=CC(=C1)C(C)(C)C1=CC=C(C=C1)O bromo-bisphenol-A